C(C)(C)OCC(=O)C 1-Isopropoxyacetone